C(C1=CC=CC=C1)OC1=C(C=CC(=C1[N+](=O)[O-])F)C(C)=O 1-(2-benzyloxy-4-fluoro-3-nitro-phenyl)ethanone